C(C)C1=C(C=C(S1)S(=O)(=O)NC1=NC(=CC=C1)F)[N+](=O)[O-] 5-ethyl-N-(6-fluoropyridin-2-yl)-4-nitrothiophene-2-sulfonamide